CN1C=CC=2C1=NC=C(C2)C(=O)NC(CC2=CC=CC=C2)(C)C 1-methyl-N-(2-methyl-1-phenylpropan-2-yl)-1H-pyrrolo[2,3-b]pyridine-5-carboxamide